2-{[(αr)-6-[(4R)-4-(3-bromophenyl)-2,6-dioxo-1,3-diazin-1-yl]spiro[3.3]heptan-2-yl]oxy}pyridine-3-carboxamide BrC=1C=C(C=CC1)C=1NC(N(C(C1)=O)C1CC2(CC(C2)OC2=NC=CC=C2C(=O)N)C1)=O